6-chloro-2-fluoro-3-(2-methyl-1,3-dioxolan-2-yl)pyridine tert-Butyl((5-methyl-6-((1-phenylcyclopropyl)carbamoyl)-1H-indol-2-yl)methyl)carbamate C(C)(C)(C)N(C(O)=O)CC=1NC2=CC(=C(C=C2C1)C)C(NC1(CC1)C1=CC=CC=C1)=O.ClC1=CC=C(C(=N1)F)C1(OCCO1)C